N[C@@H](CCSC)C(=O)O |r| DL-Methionin